C(C)(C)(C)C=1C=C(CCC(=O)CC(CCC2=CC(=C(C(=C2)C(C)(C)C)O)C(C)(C)C)=O)C=C(C1O)C(C)(C)C bis(3,5-di-tert-butyl-4-hydroxyhydrocinnamoyl)-methane